C1=CC=C(C=C1)CC(=O)NC2=CC=C(C=C2)N N-(4-aminophenyl)-2-phenylacetamide